2-chloro-6-[3-(2-dispiro[2.0.2.1]heptan-7-ylethoxy)pyrazol-1-yl]pyridine-3-carboxylic acid ethyl ester C(C)OC(=O)C=1C(=NC(=CC1)N1N=C(C=C1)OCCC1C2(C13CC3)CC2)Cl